1-(5Z,8Z,11Z,14Z,17Z-eicosapentaenoyl)-glycero-3-phospho-(1'-sn-glycerol) CC/C=C\C/C=C\C/C=C\C/C=C\C/C=C\CCCC(=O)OC[C@H](COP(=O)(O)OC[C@H](CO)O)O